(E)-4-(4-bromo-2-methoxyphenyl)but-2-enoic acid methyl ester COC(\C=C\CC1=C(C=C(C=C1)Br)OC)=O